CN(CC(=O)O)C(=O)OCC1=CC=CC=C1 Z-sarcosine